benzyl-(S)-2-((S)-3-cyclohexyl-2-(1H-indole-2-carboxamido)propionamido)-3-((S)-2-oxopyrrolidin-3-yl)propane C(C1=CC=CC=C1)C[C@@H](C[C@H]1C(NCC1)=O)NC([C@H](CC1CCCCC1)NC(=O)C=1NC2=CC=CC=C2C1)=O